2-amino-3-methyl-N-(5-pyrimidinylmethyl)-N-((5-(trifluoromethyl)-2-pyridinyl)methyl)-6-quinolinecarboxamide NC1=NC2=CC=C(C=C2C=C1C)C(=O)N(CC1=NC=C(C=C1)C(F)(F)F)CC=1C=NC=NC1